tert-butyl (1-(4-(3'-chloro-5-fluoro-2-methoxy-4'-(3-methyl-2-oxo-2,3-dihydro-1H-imidazol-1-yl)-[1,1'-biphenyl]-3-yl)pyridin-2-yl)piperidin-4-yl)carbamate ClC=1C=C(C=CC1N1C(N(C=C1)C)=O)C1=C(C(=CC(=C1)F)C1=CC(=NC=C1)N1CCC(CC1)NC(OC(C)(C)C)=O)OC